C(C(O)C(C(=O)O)CC(=O)O)(=O)O.CC(CCCCO)C=C(C)C 5,7-dimethyloct-6-en-1-ol (isocitrate)